COC1=CC=C(C=N1)C(C)O 1-(6-methoxypyridin-3-yl)ethanol